isopropylphenyl-phenethyl-phenol C(C)(C)C1=C(C(=C(C=C1)O)CCC1=CC=CC=C1)C1=CC=CC=C1